trans-N-(4-((5-chloropyridin-3-yl)oxy)cyclohexyl)-5-(2,4-difluorophenoxy)-2,2-dimethylpentanamide ClC=1C=C(C=NC1)O[C@@H]1CC[C@H](CC1)NC(C(CCCOC1=C(C=C(C=C1)F)F)(C)C)=O